Methyl 4-[[4-[(E)-3-(4-hydroxyphenyl)-3-oxoprop-1-enyl]phenoxy]methyl]benzoate OC1=CC=C(C=C1)C(/C=C/C1=CC=C(OCC2=CC=C(C(=O)OC)C=C2)C=C1)=O